C(C)(C)(C)NC(CN(C=1C2=C(N=C(N1)C=1N=CN(C1)C)CCC2)C)=O N-tert-butyl-2-{methyl[2-(1-methyl-1H-imidazol-4-yl)-5H,6H,7H-cyclopenta[d]pyrimidin-4-yl]amino}acetamide